ClC1=C(C=CC(=C1)OC)/C(=C(/C=1C=C2C=NNC2=CC1)\C1=CC=C(C=C1)/C=C/C(=O)O)/CC (E)-3-(4-((E)-2-(2-chloro-4-methoxyphenyl)-1-(1H-indazol-5-yl)but-1-en-1-yl)phenyl)-acrylic acid